6-((tert-butyldiphenylsilyl)oxy)-4-(4,6-dichloro-1,3,5-triazin-2-yl)-3,6-dimethyl-1,4-oxazepane [Si](C1=CC=CC=C1)(C1=CC=CC=C1)(C(C)(C)C)OC1(CN(C(COC1)C)C1=NC(=NC(=N1)Cl)Cl)C